4-amino-3,5-dichloro-6-(3-difluoromethyl-5-(p-tolyl)-1H-pyrazol-1-yl)picolinic acid NC1=C(C(=NC(=C1Cl)N1N=C(C=C1C1=CC=C(C=C1)C)C(F)F)C(=O)O)Cl